tert-Butyl 4-((4-((1r,4r)-4-(ethoxycarbonyl)cyclohexyl)piperazin-1-yl)sulfonyl)piperidine-1-carboxylate C(C)OC(=O)C1CCC(CC1)N1CCN(CC1)S(=O)(=O)C1CCN(CC1)C(=O)OC(C)(C)C